(R)-N-(1-(2-methyl-3-(trifluoromethyl)phenyl)ethyl)-6-(4,7-diazaspiro[2.5]octan-7-yl)quinolin-4-amine CC1=C(C=CC=C1C(F)(F)F)[C@@H](C)NC1=CC=NC2=CC=C(C=C12)N1CCNC2(CC2)C1